N-((2,5-difluorophenyl)(1-methyl-2-oxo-1,2-dihydropyridin-3-yl)methylene)-2-methylpropan-2-sulfinamide FC1=C(C=C(C=C1)F)C(=NS(=O)C(C)(C)C)C=1C(N(C=CC1)C)=O